N[C@H](C(=O)OC(C)(C)C)CSSC[C@@H](C(=O)OC(C)(C)C)N tert-butyl (2R)-2-amino-3-[[(2R)-2-amino-3-tert-butoxy-3-oxo-propyl]disulfanyl]propanoate